C(C)(=O)OCCOC1=CC=NC2=CC=C(C=C12)C=1C=C(C=C(C1)O[Si](C(C)C)(C(C)C)C(C)C)C[C@@H](C(=O)N1N[C@@H](CCC1)C(=O)OC)NC(=O)OC(C)(C)C methyl (3S)-1-[(2S)-3-(3-[4-[2-(acetyloxy)ethoxy]quinolin-6-yl]-5-[[tris(propan-2-yl)silyl]oxy]phenyl)-2-[[(tert-butoxy)carbonyl]amino] propanoyl]-1,2-diazinane-3-carboxylate